ClC1=NC=C(C(=N1)C1=CNC2=C(C=CC=C12)F)C(F)(F)F 3-(2-chloro-5-(trifluoromethyl)pyrimidin-4-yl)-7-fluoro-1H-indole